FC1=C(C=CC=C1)C(O)(C1=CC=CC=C1)C1=CC=C(C=C1)F (2-fluorophenyl)(4-fluorophenyl)phenylmethanol